ethyl 2-[[3-[2-chloro-5-[4-(difluoromethyl)-3-methyl-5-oxo-1,2,4-triazol-1-yl]-4-fluoro-phenoxy]-2-pyridyl]oxy]acetate ClC1=C(OC=2C(=NC=CC2)OCC(=O)OCC)C=C(C(=C1)F)N1N=C(N(C1=O)C(F)F)C